(S)-N-(5-(2-(2-aminopyridin-3-yl)-5-(1H-pyrazol-1-yl)-3H-imidazo[4,5-b]pyridin-3-yl)-2,3-dihydro-1H-inden-1-yl)pyridazine-4-carboxamide NC1=NC=CC=C1C1=NC=2C(=NC(=CC2)N2N=CC=C2)N1C=1C=C2CC[C@@H](C2=CC1)NC(=O)C1=CN=NC=C1